FC=1C=C(C=CC1)[C@H]1[C@@H](C1)C=1C=2N(N=C(C1)C=1C(NC(NC1)=O)=O)C=CN2 5-(8-((1R,2R)-2-(3-fluorophenyl)cyclopropyl)imidazo[1,2-b]pyridazin-6-yl)pyrimidine-2,4(1H,3H)-dione